FC1([C@@H](CN(C1)C1COC1)NC1=NN2C(C(=N1)OC)=C(C(=C2)F)C=2C=CC1=C(N(C(=N1)C)CC(F)F)C2)F (R)-N-(4,4-difluoro-1-(oxetan-3-yl)pyrrolidin-3-yl)-5-(1-(2,2-difluoroethyl)-2-methyl-1H-benzo[d]imidazol-6-yl)-6-fluoro-4-methoxypyrrolo[2,1-f][1,2,4]triazin-2-amine